CC(CCCCCC)OC(CCCCCN(CCCCCCNC(=O)C1(CC(CC(C1)(C)C(NCCCCCCN(CCCCCC(OC(C)CCCCCC)=O)CCCCCC(OC(C)CCCCCC)=O)=O)(C(=O)O)C)C)CCCCCC(OC(C)CCCCCC)=O)=O 3,5-Bis((6-(bis(6-(octan-2-yloxy)-6-oxohexyl)amino)hexyl)carbamoyl)-1,3,5-trimethylcyclohexane-1-carboxylic acid